2-(2-methoxy-4,6-dimethyl-phenyl)-7-[(1S,4S)-2-methyl-2-azabicyclo[2.2.1]heptan-6-yl]-1,8-naphthyridine COC1=C(C(=CC(=C1)C)C)C1=NC2=NC(=CC=C2C=C1)C1C[C@@H]2CN([C@H]1C2)C